2-hydroxycarbonyl-3-ethoxycarbonylbicyclo[2.2.1]Hept-5-ene OC(=O)C1C2C=CC(C1C(=O)OCC)C2